ClC=1C(=NC(=NC1)NC1=CC(=C(C=C1OC)C1CCN(CC1)CCCCC#CC1=C2CN(C(C2=CC=C1)=O)C1C(NC(CC1)=O)=O)C)NC1=C(C=CC=C1)S(=O)(=O)C(C)C 3-(4-(6-(4-(4-((5-chloro-4-((2-(isopropylsulfonyl)phenyl)amino)pyrimidin-2-yl)amino)-5-methoxy-2-methylphenyl)piperidin-1-yl)hex-1-yn-1-yl)-1-oxoisoindolin-2-yl)piperidine-2,6-dione